BrC1=C(C2=C(OCC(N2)=O)N=C1)Cl 7-bromo-8-chloro-1H,2H,3H-pyrido[2,3-b][1,4]oxazin-2-one